C(C)(=O)[O-].[Pd+] palladium(I) acetate